(4Z)-2-[4-(4-Methylpiperazin-1-yl)anilino]-4-(quinoxalin-6-ylmethylene)-1H-imidazol-5-one CN1CCN(CC1)C1=CC=C(NC=2NC(/C(/N2)=C/C=2C=C3N=CC=NC3=CC2)=O)C=C1